(tetrahydro-2H-pyran-4-yl)methyl (4S,7R)-4-(3-hydroxyphenyl)-7-(2-methoxyphenyl)-2-methyl-5-oxo-1,4,5,6,7,8-hexahydroquinoline-3-carboxylate OC=1C=C(C=CC1)[C@@H]1C(=C(NC=2C[C@H](CC(C12)=O)C1=C(C=CC=C1)OC)C)C(=O)OCC1CCOCC1